5-[4-(6-bromo-2,3-methylenedioxybenzoylamino)phenyl]-1H-naphtho[1,2-b][1,4]diazepine BrC1=CC=C2C(=C1C(=O)NC1=CC=C(C=C1)N1C3=C(NCC=C1)C1=CC=CC=C1C=C3)OCO2